(R)-4'-(4-aminopiperidin-1-yl)-N-((5-fluoro-2-methoxyphenyl)(1H-indol-2-yl)methyl)-5-(trifluoromethoxy)-[1,1'-biphenyl]-3-carboxamide NC1CCN(CC1)C1=CC=C(C=C1)C1=CC(=CC(=C1)OC(F)(F)F)C(=O)N[C@@H](C=1NC2=CC=CC=C2C1)C1=C(C=CC(=C1)F)OC